C(CC)(=O)NC1=CC(=C(C(=O)NCCN2CCCCC2)C=C1)OC 4-Propionylamino-2-methoxy-N-(2-piperidin-1-yl-ethyl)-benzamide